ClC1=C(C=CC(=C1)OCC=1C(=NOC1C1CC1)C1=C(C=CC=C1Cl)Cl)C1CC(=NO1)C=1C=C(C(=O)O)C=CN1 2-(5-(2-chloro-4-((5-cyclopropyl-3-(2,6-dichlorophenyl)isoxazol-4-yl)methoxy)phenyl)-4,5-dihydroisoxazol-3-yl)isonicotinic acid